1,3,5-tris-(aminomethyl)cyclohexane 4-[(1R,2S)-6-(tert-butoxy)-2-phenyl-1,2,3,4-tetrahydronaphthalen-1-yl]phenyl-1,1,2,2,3,3,4,4,4-nonafluorobutane-1-sulfonate C(C)(C)(C)OC=1C=C2CC[C@@H]([C@@H](C2=CC1)C1=CC=C(C=C1)OS(=O)(=O)C(C(C(C(F)(F)F)(F)F)(F)F)(F)F)C1=CC=CC=C1.NCC1CC(CC(C1)CN)CN